1,7-dichlorooctane ClCCCCCCC(C)Cl